5-hydroxy-2-(trifluoromethyl)-3H-quinazolin-4-one OC1=C2C(NC(=NC2=CC=C1)C(F)(F)F)=O